(R)-1-(2-(3-chloro-5-(2-methyl-2H-tetrazol-5-yl)phenyl)piperazin-1-yl)ethan-1-one ClC=1C=C(C=C(C1)C=1N=NN(N1)C)[C@H]1N(CCNC1)C(C)=O